ClC=1C=C2C(=NC(=NC2=C(C1C1=CC=C(C2=C1N=C(S2)N)F)F)OC[C@H]2N(CCC2)C)N2CCOCC(C2)(F)F 4-(6-chloro-4-(6,6-difluoro-1,4-oxazepan-4-yl)-8-fluoro-2-(((S)-1-methylpyrrolidin-2-yl)methoxy)quinazolin-7-yl)-7-fluorobenzo[d]thiazol-2-amine